[(2,4-dimethoxyphenyl)methyl]-N-methyl(3-bromo-5-chloro-2-{[2-(trimethylsilyl)ethoxy]methyl}-2H-1,2,4,6-tetraazainden-7-yl)amine COC1=C(C=CC(=C1)OC)CN(C)C1=NC(=NC2=C(N(N=C12)COCC[Si](C)(C)C)Br)Cl